C(CCCCC)C(C(=O)OCCCCOC(C(C(O)(C(=O)[O-])CC(=O)[O-])(CCCCCC)CCCCCC)=O)(C(O)(C(=O)[O-])CC(=O)[O-])CCCCCC butane-1,4-diyl bis(dihexyl citrate)